7-(4-methoxybenzyl)-8-methyl-3-(5-methylthiazol-2-yl)imidazo[1,5-a]Pyrazine-7-ium COC1=CC=C(C[N+]2=C(C=3N(C=C2)C(=NC3)C=3SC(=CN3)C)C)C=C1